C(C=C)OC1=C(C=CC(=C1F)F)C(N1N2C(C(N(C1)C1(CCC1)C=C)=O)=C(C(C=C2)=O)OCC2=CC=CC=C2)C=2SC=CC2C 1-((2-(allyloxy)-3,4-difluorophenyl)(3-methylthiophen-2-yl)methyl)-5-(benzyloxy)-3-(1-vinylcyclobutyl)-2,3-dihydro-1H-pyrido[2,1-f][1,2,4]triazine-4,6-dione